C(CCCC)(=O)N1CCC2(CCN(CC2)C2=C(C#N)C=CC=C2)CC1 2-(9-Pentanoyl-3,9-diazaspiro[5.5]undecan-3-yl)benzonitrile